COC(CC(C1=CC(=CC=C1)O)C1CC1)=O 3-cyclopropyl-3-(3-hydroxy-phenyl)-propionic acid methyl ester